CO[SiH](CNCC1=CC=CC=C1)OC Dimethoxy(phenylmethylamino)methylsilane